N-(5-bromo-3-pyridyl)-5-chloro-4-(3-phenylphenyl)pyrimidin-2-amine BrC=1C=C(C=NC1)NC1=NC=C(C(=N1)C1=CC(=CC=C1)C1=CC=CC=C1)Cl